C(C)(C)(C)C=1C=C(C=C(C1O)C(C)(C)C)CCC(=O)OCCCCCCCCCCCCCCCCCC stearyl β-(3,5-ditert-butyl-4-hydroxyphenyl)-propionate